FC1=C(C=CC(=C1)I)NC1=C(C=CC=2N1C=NC2)C(=O)NOCCO 5-[(2-fluoro-4-iodophenyl)amino]-N-(2-hydroxyethoxy)-imidazo[1,5-a]pyridine-6-carboxamide